2,4-dimethylbenzenesulfonate CC1=C(C=CC(=C1)C)S(=O)(=O)[O-]